(2RS,4aSR,9bRS)-2-ethyl-4,4a,5,9b-tetrahydroindeno[1,2-d][1,3]dioxazine C(C)N1OC[C@H]2[C@@H](O1)C1=CC=CC=C1C2 |r|